C(C1=CC=CC=C1)OC=1C(=NC(=CC1)C#CCN1CCCCC1)C1OCCO1 3-(benzyloxy)-2-(1,3-dioxolan-2-yl)-6-(3-(piperidin-1-yl)prop-1-yn-1-yl)pyridine